CC1=NC(=CC(=C1)C=1NC2=CC=C(C=C2C1C(C)C)C1CCN(CC1)CC(=O)NC1COCCC1)C 2-(4-(2-(2,6-dimethylpyridin-4-yl)-3-isopropyl-1H-indol-5-yl)piperidin-1-yl)-N-(tetrahydro-2H-pyran-3-yl)acetamide